tert-Butyl-(2S)-2-[4-bromo-2-(4-ethoxy-4,5-dihydroisoxazol-3-yl)phenoxy]-3-cyclobutylpropanoat C(C)(C)(C)OC([C@H](CC1CCC1)OC1=C(C=C(C=C1)Br)C1=NOCC1OCC)=O